COC(=O)C1(CC2=C(C(=CC(=C2C1)CC)CCCCC)CC)C(=O)OC 4,7-diethyl-6-pentyl-1,3-dihydro-2H-indene-2,2-dicarboxylic acid dimethyl ester